r-ethanol C(C)O